Cl.O1CCN(CC1)C1=CC(=NC=2N1N=C(C2)C2=CC=NC=C2)NC2=CC(=NN2)C=2C=C(C=CC2)C 7-morpholino-N-[3-(m-tolyl)-1H-pyrazol-5-yl]-2-(4-pyridinyl)pyrazolo[1,5-a]pyrimidin-5-amine hydrochloride